N-(4-((1-(7-aminoheptanoyl)-1,2,3,4-tetrahydroquinolin-7-yl)carbamoyl)benzyl)-N-cyclopropyl-3-oxo-3,4-dihydro-2H-benzo[b][1,4]oxazine-7-carboxamide 2,2,2-trifluoroacetate FC(C(=O)O)(F)F.NCCCCCCC(=O)N1CCCC2=CC=C(C=C12)NC(=O)C1=CC=C(CN(C(=O)C=2C=CC3=C(OCC(N3)=O)C2)C2CC2)C=C1